(R)-2-methoxy-4-(3-(2-methylpyrrolidin-1-yl)propoxy)aniline COC1=C(N)C=CC(=C1)OCCCN1[C@@H](CCC1)C